2,4-dinitrophenyl morpholine-4-carboxylate N1(CCOCC1)C(=O)OC1=C(C=C(C=C1)[N+](=O)[O-])[N+](=O)[O-]